C1(=CC=C(C=C1)C1=CC=CC2=CC=CC=C12)C 1-(p-tolyl)naphthalene